CC1=C(C(=CC=C1)C)N=C(C[Si](CCCC)(CCCC)CCCC)C1=NC(=CC=C1)C(C[Si](CCCC)(CCCC)CCCC)=NC1=C(C=CC=C1C)C 2,6-Bis(1-(2,6-dimethylphenylimino)2-(tributylsilyl)ethyl)pyridine